ClC=1C(=NC(=NC1)NC=1C=CC=CC1)NC(CC)CCC 5-((5-chloro-4-(hex-3-ylamino)pyrimidin-2-yl)amino)benzol